C(C)(C)(C)OC(=O)N1CC(CC1)N (tert-Butoxycarbonyl)3-aminopyrrolidine